N-hydroxy-4-(4-(methylsulfonyl)benzyl)-3-oxo-3,4-dihydro-2H-benzo[b][1,4]oxazine-7-carboxamide ONC(=O)C=1C=CC2=C(OCC(N2CC2=CC=C(C=C2)S(=O)(=O)C)=O)C1